3-fluoro-5-methoxy-2-nitro-aniline FC=1C(=C(N)C=C(C1)OC)[N+](=O)[O-]